C1(CC1)C=1C=C(C=CC1F)C1CC2(CNC2)CC1 6-(3-Cyclopropyl-4-fluorophenyl)-2-azaspiro[3.4]octan